C(C)(C)(C)OC(=O)N1CCN(CC1)CC(=O)O 2-(4-tert-butoxycarbonylpiperazin-1-yl)acetic acid